5-(phenylthio)thiazol-2-amine C1(=CC=CC=C1)SC1=CN=C(S1)N